FC1(CCC=2C(=NN(C2C1)CC(=O)N1CCN(CC1)C1=C(C(=CC=C1)C)C)C(=O)N1C[C@H]([C@H](CC1)N1CCC(CC1)O)F)F |r| 2-[6,6-Difluoro-3-(rac-(3R,4S)-3-fluoro-4-(4-hydroxy-1-piperidyl)piperidin-1-carbonyl)-5,7-dihydro-4H-indazol-1-yl]-1-[4-(2,3-dimethylphenyl)piperazin-1-yl]ethanon